NC=1OC2=C(N1)C=C(C=C2)C2=CC(=C(C=O)C=C2)F 4-(2-aminobenzooxazol-5-yl)-2-fluorobenzaldehyde